3-(5-(1,3,4-oxadiazol-2-yl)pyridin-3-yl)phenyl 2-oxa-7-azaspiro[3.5]nonane-7-carboxylate C1OCC12CCN(CC2)C(=O)OC2=CC(=CC=C2)C=2C=NC=C(C2)C=2OC=NN2